methyl 3-(5-(3-fluoro-5-(imidazo[1,2-a]pyridine-3-carboxamido)-4-methylphenyl)-1,3,4-oxadiazol-2-yl)azetidine-1-carboxylate FC=1C=C(C=C(C1C)NC(=O)C1=CN=C2N1C=CC=C2)C2=NN=C(O2)C2CN(C2)C(=O)OC